FC1=CC2=C(N(C=N2)C2=CC=C(C=C2)N2CC(C2)S(=O)(=O)C)C(=C1O)F 5,7-Difluoro-1-(4-(3-(methylsulfonyl)azetidin-1-yl)phenyl)-1H-benzo[d]imidazol-6-ol